benzyl 8-(4-chloro-9H-pyrimido[4,5-b]indol-7-yl)-2,8-diazaspiro[4.5]decane-2-carboxylate ClC1=NC=NC=2NC3=CC(=CC=C3C21)N2CCC1(CCN(C1)C(=O)OCC1=CC=CC=C1)CC2